C1(=CC=CC=C1)N(C1=C(C=CC=C1)C1=C(C=CC=2C3=CC=CC=C3NC12)C1=CC=CC=C1)C1=CC=CC2=CC=CC=C12 (phenyl)(naphthyl)[(phenylcarbazolyl)phenyl]amine